N1CCC(CC1)CN1C[C@@H]2CNC=3N=NC(=CC3N2CC1)C1=C(C=CC=C1)O 2-[(10S)-12-(piperidin-4-ylmethyl)-1,5,6,8,12-pentazatricyclo[8.4.0.02,7]tetradeca-2(7),3,5-trien-4-yl]phenol